2,2-bis[4-amino-3-carboxyphenyl]propane NC1=C(C=C(C=C1)C(C)(C)C1=CC(=C(C=C1)N)C(=O)O)C(=O)O